(+/-)-4-(trans-4-{[(3-oxoisoindolin-5-yl)oxy]methyl}pyrrolidin-3-yl)benzonitrile O=C1NCC2=CC=C(C=C12)OC[C@H]1[C@@H](CNC1)C1=CC=C(C#N)C=C1 |r|